2-(1-(5-chloro-2-((6-methoxy-2-methyl-1,2,3,4-tetrahydroisoquinolin-7-yl)amino)pyrimidin-4-yl)-3-methylindolin-3-yl)acetic acid methyl ester COC(CC1(CN(C2=CC=CC=C12)C1=NC(=NC=C1Cl)NC1=C(C=C2CCN(CC2=C1)C)OC)C)=O